ethyl 6-chloropyrazolo[1,5-c]pyrido[3,4-e]pyrimidine-9-carboxylate ClC1=NC2=C(C=3N1N=C(C3)C(=O)OCC)C=NC=C2